C(C)(C)ON=C(COC1=CC(=NN1C)C(F)(F)F)C1=C(C=C(C=C1)Cl)Cl 1-(2,4-dichlorophenyl)-2-((1-methyl-3-(trifluoromethyl)-1H-pyrazol-5-yl)oxy)ethan-1-one-O-isopropyloxime